[Na+].S(=O)(O)[O-].[Na+].S(=O)(O)[O-] sodium hydrogen sulfite sodium salt